C(C)(C)(C)OC(=O)N1CCN(CC1)CCOCCC(=O)O 3-(2-(4-(tert-butoxycarbonyl)piperazin-1-yl)ethoxy)propanoic acid